N5-((1R,5S,6r)-3-Oxabicyclo[3.1.0]hexan-6-yl)-N3-methyl-1-((1-tosyl-1H-indol-5-yl)methyl)-1H-pyrazole-3,5-dicarboxamide [C@H]12COC[C@@H]2C1NC(=O)C1=CC(=NN1CC=1C=C2C=CN(C2=CC1)S(=O)(=O)C1=CC=C(C)C=C1)C(=O)NC